C(=O)C1=CC=C(CNC(CN(CCN(CC(=O)O)CC(=O)O)CCN(CC(=O)O)CC(=O)O)=O)C=C1 2,2',2'',2'''-((((2-((4-formylbenzyl)amino)-2-oxoethyl)azanediyl)bis(ethane-2,1-diyl))bis(azanetriyl))tetraacetic acid